C1(=CC=CC=C1)C=1C=C(SC1)C(C(=O)OC)C=O Methyl (4-phenylthiophen-2-yl)-3-oxopropanoate